2,2,2-trifluoro-1-[2-thiophenyl]-ethanone oxime FC(C(=NO)C=1SC=CC1)(F)F